NC1CCC(CC1)N1C2=NC(=NC=C2N=C1NC1=CC(=CC=C1)Cl)NC1(CCOCC1)C 9-((1S,4S)-4-aminocyclohexyl)-N8-(3-chlorophenyl)-N2-(4-methyltetrahydro-2H-pyran-4-yl)-9H-purine-2,8-diamine